OC(=O)C(F)(F)F.FC(C1=CC=CC(=N1)NC(=O)C=1C(=CC=2N(C1)C=C(N2)C2CCNCC2)OC(C)C)F N-(6-(difluoromethyl)pyridin-2-yl)-7-isopropoxy-2-(piperidin-4-yl)imidazo[1,2-a]pyridine-6-carboxamide TFA salt